OCC1CN(C1)C(=O)O[C@@H]1CC[C@H](CC1)C(N(C[C@@H]1CC[C@H](CC1)C1=CC(=C(C=C1)OC)C)C1=CC(=CC=C1)C=1C=NN(C1)C1CC1)=O trans-4-((3-(1-Cyclopropyl-1H-pyrazol-4-yl)phenyl)((trans-4-(4-methoxy-3-methylphenyl)cyclohexyl)methyl)carbamoyl)-cyclohexyl 3-(hydroxymethyl)azetidine-1-carboxylate